ClC=1C(=CC2=C(N(C[C@H](N(S2(=O)=O)C)C2CCCCC2)C2=CC=CC=C2)C1)C1=CC(=C(S1)C(=O)O)F (R)-5-(7-chloro-3-cyclohexyl-2-methyl-1,1-dioxido-5-phenyl-2,3,4,5-tetrahydrobenzo[f][1,2,5]thiadiazepin-8-yl)-3-fluorothiophene-2-carboxylic acid